FC(C(C(C(C(C(F)(F)F)(F)F)(F)F)(F)F)(F)F)(CCP(O)(O)=O)F 2-(perfluorohexyl)ethylphosphonic acid